FC(C)(F)C1=NC(=CC(=N1)NC1=CC(=NC=C1OCC1=NC=CN=C1)NC(C)=O)C N-(4-((2-(1,1-difluoroethyl)-6-methylpyrimidin-4-yl)amino)-5-(pyrazin-2-ylmethoxy)pyridin-2-yl)acetamide